CC1=C(C=CC(=C1)C)/C(=C/C=O)/C#CC(C#CC1=CC=CC=C1)(C1=CC=CC=C1)O (E)-3-(2,4-dimethylphenyl)-6-hydroxy-6,8-diphenyloctan-2-en-4,7-diyne-1-al